(R)-2-(N-[4-AMINO-5-(4-METHOXYBENZOYL)THIAZOL-2-YL]-4-FLUOROANILINO)PROPANAMIDE NC=1N=C(SC1C(C1=CC=C(C=C1)OC)=O)N(C1=CC=C(C=C1)F)[C@@H](C(=O)N)C